OC(CCCCCCCCCCCCC(=O)O)CCC(CCCCCCCCCC)O 14,17-Dihydroxyheptacosanoic acid